carbon manganese-cobalt [Co].[Mn].[C]